3-(7-Methoxy-1-methyl-β-carbolin-9-yl)propionic acid t-butyl ester C(C)(C)(C)OC(CCN1C2=CC(=CC=C2C=2C=CN=C(C12)C)OC)=O